6-(4-([1,2,4]triazolo[4,3-a]pyridin-5-yl)benzyl)-6,7-dihydro-5H-pyrrolo[3,4-b]pyridin-5-one-7,7-d2 N=1N=CN2C1C=CC=C2C2=CC=C(CN1C(C3=NC=CC=C3C1=O)([2H])[2H])C=C2